NC1=NC(=CC(=C1)C1=NC(=CC(=N1)N=[S@@](=O)(C)C1CC1)N1[C@@H](COCC1)C)Cl (R)-((2-(2-amino-6-chloropyridin-4-yl)-6-((R)-3-methylmorpholino)pyrimidin-4-yl)imino)(cyclopropyl)(methyl)-λ6-sulfanone